1-(2,6-dichlorophenyl)-4-((4-(5-methyl-1H-1,2,3-triazol-1-yl)phenyl)amino)-1H-pyrazole-3-carboxamide ClC1=C(C(=CC=C1)Cl)N1N=C(C(=C1)NC1=CC=C(C=C1)N1N=NC=C1C)C(=O)N